1-(4-(2-(3-((3R,4S)-3,4-difluoropyrrolidin-1-yl)propoxy)-7-(3-hydroxynaphthalen-1-yl)-5,6,7,8-tetrahydropyrido[3,4-d]pyrimidin-4-yl)piperazin-1-yl)prop-2-en-1-one F[C@@H]1CN(C[C@@H]1F)CCCOC=1N=C(C2=C(N1)CN(CC2)C2=CC(=CC1=CC=CC=C21)O)N2CCN(CC2)C(C=C)=O